OC1=CC=C(C=C1)NC1=CC=C(C=C1)N N'-p-hydroxyphenyl-p-phenylenediamine